ClC1=C(C=NC=C1)C(C(C(=O)OCC)O)O ethyl 3-(4-chloropyridin-3-yl)-2,3-dihydroxypropionate